5-fluoro-4-methylpyridin-3-ylboronic acid FC=1C(=C(C=NC1)B(O)O)C